nitro-5-(trifluoromethyl)-1H-pyrazole [N+](=O)([O-])N1N=CC=C1C(F)(F)F